(R)-6-(2-(ethoxymethoxy)-4,6-dimethylphenyl)-N-(1-methylpiperidin-3-yl)-1,2,4,5-tetrazin-3-amine C(C)OCOC1=C(C(=CC(=C1)C)C)C1=NN=C(N=N1)N[C@H]1CN(CCC1)C